O1COCCC1 [1,3]-dioxane